2-(2-((5-bromo-2-methylbenzofuran-3-yl)methoxy)-4-methoxyphenyl)acetic acid ethyl ester C(C)OC(CC1=C(C=C(C=C1)OC)OCC1=C(OC2=C1C=C(C=C2)Br)C)=O